NC1CCN(CC1)C1=CN=C(C(=N1)C1=CC(=C(C#N)C=C1)F)C1=CC2=C(N(C=N2)CC)C=C1F 4-[6-(4-aminopiperidin-1-yl)-3-(1-ethyl-6-fluorobenzimidazol-5-yl)pyrazin-2-yl]-2-fluorobenzonitrile